COC1=CC=C(C=C1)CCl p-methoxybenzyl chloride